Dodecyl-sulfonic acid; compound with 2-aminoethanol NCCO.C(CCCCCCCCCCC)S(=O)(=O)O